(furan-2-ylmethyl)boronic acid O1C(=CC=C1)CB(O)O